propylene glycol bis(3-mercaptobutyrate) SC(CC(=O)OCC(C)OC(CC(C)S)=O)C